(S)-1-(1-(4-fluorophenyl)pyrrolidin-3-yl)-3-methyl-3,4,6,7,8,9-hexahydro-5H-pyrazolo[3,4-c]isoquinolin-5-one FC1=CC=C(C=C1)N1C[C@H](CC1)C1=NN(C=2NC(C=3CCCCC3C21)=O)C